N1C=CC2=CC=CC(=C12)OC=1C(=C(C=CC1)C1(C2=C(N=CN1)NC=C2C=O)N[C@H]2CO[C@@H](CC2)CO)Cl 4-(((1H-Indol-7-yl)oxy)-2-chlorophenyl)(4-(((3R,6S)-6-(hydroxymethyl)tetrahydro-2H-pyran-3-yl)amino)-7H-pyrrolo[2,3-d]pyrimidin-5-yl)methanone